Cl/C(=C(/C#N)\C1=CC2=C(OCO2)C(=C1)Cl)/C(F)(F)F (E)-3-chloro-2-(7-chloro-1,3-benzodioxol-5-yl)-4,4,4-trifluoro-but-2-enenitrile